O=C1N(CC2=CC(=CC=C12)C1=CC(=C2C(=N1)NN=C2)CN2CCCC2)C2C(NC(CC2)=O)=O 3-(1-oxo-5-(4-(pyrrolidin-1-ylmethyl)-1H-pyrazolo[3,4-b]pyridin-6-yl)isoindolin-2-yl)piperidine-2,6-dione